FC1=CC=C(C=C1)C=1C(C=CN(C1)C(C)C)=O 5-(4-Fluorophenyl)-1-isopropyl-4-oxo-1,4-dihydropyridine